Methylmethoxymethylpiperidine CC1N(CCCC1)COC